O[C@H]1C[C@H]2[C@@H]([C@H]([C@H]3[C@@H]4CC[C@H]([C@@H](CCC(=O)O)C)[C@]4(CC[C@@H]3[C@]2(CC1)C)C)O)CC 3α,7α-dihydroxy-6β-ethyl-5β-cholan-24-oic acid